CC1=CSC2=C1N(NN=C2)CC=2SC=CC2 7-methyl-N-(thiophen-2-ylmethyl)thieno[3,2-d][1,2,3]triazin